O1C(OCC1)C1=C(C=C(C=C1)CC(=O)O)OCC1=CC=C(C=C1)OC [4-(1,3-dioxolan-2-yl)-3-[(4-methoxyphenyl)methoxy]phenyl]acetic acid